C(C=C)C1=C(C2C(C(C1C2)C(=O)O)C(=O)O)CC=C diallyl-bicyclo[2.2.1]hept-5-ene-2,3-dicarboxylic acid